3-(3-(3-((tert-butyldimethylsilyl)oxy)propoxy)-5-cyclopropyl-4-nitro-1H-pyrazol-1-yl)-2-methylpyridine [Si](C)(C)(C(C)(C)C)OCCCOC1=NN(C(=C1[N+](=O)[O-])C1CC1)C=1C(=NC=CC1)C